2-(((S)-1-(1H-tetrazol-1-yl)propan-2-yl)oxy)-4-(2-((1-((1r,4r)-4-((2S,6R)-2,6-dimethylmorpholino)cyclohexyl)-3-(2-(oxetan-3-yl)ethoxy)-1H-pyrazol-4-yl)amino)pyrimidin-5-yl)benzonitrile N1(N=NN=C1)C[C@H](C)OC1=C(C#N)C=CC(=C1)C=1C=NC(=NC1)NC=1C(=NN(C1)C1CCC(CC1)N1C[C@@H](O[C@@H](C1)C)C)OCCC1COC1